5-[4-amino-5-(trifluoromethyl)-pyrrolo[2,1-f][1,2,4]triazin-7-yl]-N-[(3R,4S)-4-fluoro-1-{1-[3-(trifluoromethoxy)phenyl]-ethyl}pyrrolidin-3-yl]-2-methoxypyridine-3-carboxamide NC1=NC=NN2C1=C(C=C2C=2C=C(C(=NC2)OC)C(=O)N[C@@H]2CN(C[C@@H]2F)C(C)C2=CC(=CC=C2)OC(F)(F)F)C(F)(F)F